benzyl ((2-(methoxymethyl)-7-oxospiro[3.5]nonan-2-yl)methyl)carbamate COCC1(CC2(C1)CCC(CC2)=O)CNC(OCC2=CC=CC=C2)=O